Cl(=O)(=O)(=O)O.C(C)N1CSC2=C1C=CC=C2 3-ethylbenzothiazole perchlorate